4-(4-fluorophenyl)-2-((pyridin-2-ylmethyl)amino)-5,7-dihydro-6H-pyrrolo[3,4-b]pyridine-6-carbonitrile FC1=CC=C(C=C1)C1=C2C(=NC(=C1)NCC1=NC=CC=C1)CN(C2)C#N